Methyl 6-chloro-1-(2-(naphthalen-1-yl)ethyl)-7-(naphthalen-1-ylmethyl)-5-oxo-8-(3-(trifluoromethyl)phenyl)-1,2,3,5-tetrahydroimidazo[1,2-a]pyridine-3-carboxylate ClC1=C(C(=C2N(C1=O)C(CN2CCC2=CC=CC1=CC=CC=C21)C(=O)OC)C2=CC(=CC=C2)C(F)(F)F)CC2=CC=CC1=CC=CC=C21